1-benzylpiperidin-4-one C(C1=CC=CC=C1)N1CCC(CC1)=O